ClC1=CC(=C2C(C=C(NC2=C1)C=1C=C(C#N)C=CC1SC)=O)F 3-(7-chloro-5-fluoro-4-oxo-1,4-dihydroquinolin-2-yl)-4-(methylthio)benzonitrile